1,2,3,5,6,7-Hexahydro-2,4-diaza-s-indacene hydrochloride Cl.C1NCC2=NC=3CCCC3C=C12